N2-(4,5-Dimethoxy-2-nitrobenzyl)oxycarbonyl-7-methylguanosine 5'-monophosphate P(=O)(O)(O)OC[C@@H]1[C@H]([C@H]([C@@H](O1)N1C=[N+](C=2C(=O)NC(NC(=O)OCC3=C(C=C(C(=C3)OC)OC)[N+](=O)[O-])=NC12)C)O)O